O(C1=CC=CC=C1)C1=CC2=C(NC(=N2)NC2=CNC=3C2=NC=CC3C3=CC=CC=C3)C=C1 5-phenoxy-N-(7-phenyl-1H-pyrrolo[3,2-b]pyridin-3-yl)-1H-benzo[d]imidazol-2-amine